2-(7-(diethylamino)-4-methyl-2-oxo-2H-chromen-3-yl)ethyl (3-(5-methyl-1H-imidazol-4-yl)benzyl)carbamate CC1=C(N=CN1)C=1C=C(CNC(OCCC=2C(OC3=CC(=CC=C3C2C)N(CC)CC)=O)=O)C=CC1